(7-Azabenzotriazol-1-yloxy)tripyrrolidinophosphonium hexafluorophosphate F[P-](F)(F)(F)(F)F.N1(N=NC2=C1N=CC=C2)O[P+](N2CCCC2)(N2CCCC2)N2CCCC2